C(C)(C)(C)C=1C=C(NN1)NC(=O)NC1=CC=C(C=C1)N1C=NC2=C1C=CC(=C2)OCC2OCCC2 1-(5-tert-butyl-2H-pyrazol-3-yl)-3-{4-[5-(tetrahydro-furan-2-ylmethoxy)-benzoimidazol-1-yl]-phenyl}-urea